C(C)(C)(C)C=1C=CC(=C(C1)NC(=O)C=1N=NN(C1C)C1=C(C=CC(=C1)OC)OC)OCCCCN1CCN(CC1)C N-(5-(tert-butyl)-2-(4-(4-methylpiperazin-1-yl)butoxy)phenyl)-1-(2,5-dimethoxyphenyl)-5-methyl-1H-1,2,3-triazole-4-carboxamide